COC1=CC=C(C=C1)N1CCN(CC1)C=1C=CC2=C(C(C3=NC4=CC=CC=C4N=C3C2=O)=O)N1 (4-(4-methoxyphenyl)piperazin-1-yl)pyrido[2,3-b]phenazine-5,12-dione